N-(3-(difluoromethyl)-1-((1r,4r)-4-formylcyclohexyl)-1H-pyrazol-4-yl)-6-morpholinyl-Imidazo[1,2-b]pyridazine-3-carboxamide FC(C1=NN(C=C1NC(=O)C1=CN=C2N1N=C(C=C2)N2CCOCC2)C2CCC(CC2)C=O)F